(S)-4-methyl-3-(1-(pyrazolo[1,5-a]pyridin-3-yl)pyrrolidin-3-yl)-N-(5-(trifluoromethyl)pyridin-3-yl)benzamide CC1=C(C=C(C(=O)NC=2C=NC=C(C2)C(F)(F)F)C=C1)[C@H]1CN(CC1)C=1C=NN2C1C=CC=C2